C(CCCCCCC)OC(\C=C\C1=CN=C(S1)C)=O (E)-3-(2-methyl-thiazol-5-yl)-acrylic acid octyl ester